C(C)(=O)OCCCC\C=C/CCCCCC (5Z)-5-dodecenyl acetate